C(C)OC(C([N+](=O)[O-])C1=CC=CC2=CC(=CC=C12)OC)=O 2-(6-methoxynaphthyl)-2-nitroacetic acid ethyl ester